ClC=1C=C(C=NC1)CN1N=C2N([C@H](C[C@H](C2)C(F)(F)F)C(=O)N2C[C@H]([C@H](C2)F)F)C1=O |&1:12,14| (5RS,7RS)-2-[(5-Chloropyridin-3-yl)methyl]-5-{[(3R,4S)-3,4-difluoropyrrolidin-1-yl]carbonyl}-7-(trifluoromethyl)-5,6,7,8-tetrahydro[1,2,4]triazolo[4,3-a]pyridin-3(2H)-one